1-[(4R)-8-(2,3-dimethylpyridin-4-yl)-3,4-dihydro-2H-1-benzopyran-4-yl]methanamine dihydrochloride salt Cl.Cl.CC1=NC=CC(=C1C)C1=CC=CC=2[C@@H](CCOC21)CN